2-{5-ethynyl-2-[(4-methoxyphenyl)methoxy]phenyl}-1,3-dioxolane C(#C)C=1C=CC(=C(C1)C1OCCO1)OCC1=CC=C(C=C1)OC